C1(=CC(=CC=C1)CC=O)C 2-(m-tolyl)acetaldehyde